NC1=NC2=CC=C(C=C2C=C1C)C(=O)N(CC1=NC=C(C=C1)C(F)(F)F)CC=1N=COC1C 2-amino-3-methyl-N-((5-methyl-1,3-oxazol-4-yl)methyl)-N-((5-(trifluoromethyl)-2-pyridinyl)methyl)-6-quinolinecarboxamide